5-chloro-2-(difluoromethyl)-N-((1r,4r)-4-((6-fluoro-2-oxo-3-(6-(2-oxoimidazolidin-1-yl)pyridin-3-yl)-2,3-dihydro-1H-benzo[d]imidazol-1-yl)methyl)cyclohexyl)nicotinamide ClC=1C=NC(=C(C(=O)NC2CCC(CC2)CN2C(N(C3=C2C=C(C=C3)F)C=3C=NC(=CC3)N3C(NCC3)=O)=O)C1)C(F)F